N,N-dibenzyl-4-(methoxy-d3)cyclohexane-1-amine C(C1=CC=CC=C1)N(C1CCC(CC1)OC([2H])([2H])[2H])CC1=CC=CC=C1